(5-methylpyridine-2-yl)propandinitrile CC=1C=CC(=NC1)C(C#N)C#N